C(C)C(C(=O)OCCOC=1C=CC=C(C1)O)CCCC 5-[2-(2-ethylhexanoyloxy)ethoxy]-phenol